ClC1=C(C=C(C=C1)F)C1N(C(C2=CC(=CC(=C12)NC(C1=CC(=CC(=C1)F)C(F)(F)F)=O)SC1CCCC1)=O)CC1=CC=C(C=C1)OC N-[3-(2-chloro-5-fluorophenyl)-6-(cyclopentylsulfanyl)-2-[(4-methoxyphenyl)methyl]-1-oxo-2,3-dihydro-1H-isoindol-4-yl]-5-fluoro-3-(trifluoromethyl)benzamide